CC1(C(C2(CCC1)CC=C(CC2C)C)CC(=O)O)C.FC=2C(=CC(=C(C(=O)NC1=C(C=CC=C1)F)C2)O[C@@H](C)CCC)N2N=C(N(C2=O)C(C)C)C 5-fluoro-N-(2-fluorophenyl)-4-[3-methyl-5-oxo-4-(prop-2-yl)-4,5-dihydro-1H-1,2,4-triazol-1-yl]-2-[(2S)-pent-2-yloxy]benzamide 2,2,9,11-tetramethylspiro[5.5]undec-8-en-1-yl-acetate